3-chloro-N-((2-(cyclohexyl)-4-methylphenyl)carbamoyl)-5-(trifluoromethyl)picolinamide ClC=1C(=NC=C(C1)C(F)(F)F)C(=O)NC(NC1=C(C=C(C=C1)C)C1CCCCC1)=O